(5-((3-chlorophenoxy)methyl)-1,3,4-thiadiazol-2-yl)-4-(2-methoxyphenyl)-6-methylnicotinamide ClC=1C=C(OCC2=NN=C(S2)C2=C(C(=O)N)C(=CC(=N2)C)C2=C(C=CC=C2)OC)C=CC1